5-fluoro-N,N-diisopropyl-phenylbenzamide hydrochloride Cl.FC=1C=CC=C(C1)C1=C(C(=O)N(C(C)C)C(C)C)C=CC=C1